C(C)(C)(C)OC(=O)N(C)C[C@H](C(=O)OC)C(C)C methyl (R)-2-(((tert-butoxycarbonyl)(methyl)amino)methyl)-3-methylbutanoate